3H-2,1-benzoxathiole 1,1-dioxide S1(OCC2=C1C=CC=C2)(=O)=O